P(=O)(OC1CCN(CC1)C(C=C)=O)([O-])[O-] mono-(1-acryloyl-piperidin-4-yl) phosphate